ethyl 5-(aminomethyl)-1-(2-(3-fluoro-5-(trifluoromethyl) benzyl) pyridin-4-yl)-1H-pyrazole-4-carboxylate NCC1=C(C=NN1C1=CC(=NC=C1)CC1=CC(=CC(=C1)C(F)(F)F)F)C(=O)OCC